CS(=O)(=O)C1=C(C=CC=C1)/C(=C(/C=1C=C2C=NN(C2=CC1)C1OCCCC1)\C1=CC=C(C=C1)/C=C/C(=O)OCC)/CC (E)-ethyl 3-(4-((E)-2-(2-(methylsulfonyl)phenyl)-1-(1-(tetrahydro-2H-pyran-2-yl)-1H-indazol-5-yl)but-1-en-1-yl)phenyl)acrylate